3-[5-[(1R)-1-(3,5-dimethylpyridazin-4-yl)ethoxy]-1H-indazol-3-yl]-5-morpholino-benzonitrile CC=1N=NC=C(C1[C@@H](C)OC=1C=C2C(=NNC2=CC1)C=1C=C(C#N)C=C(C1)N1CCOCC1)C